The molecule is an L-glutamine derivative that is L-glutamine in which a hydrogen attached to the amide nitrogen is replaced by a 4-oxobutyl group. It has a role as an Escherichia coli metabolite. It is a L-glutamine derivative, an aldehyde and a non-proteinogenic L-alpha-amino acid. It is a tautomer of a gamma-glutamyl-gamma-aminobutyraldehyde zwitterion. C(CC=O)CNC(=O)CC[C@@H](C(=O)O)N